ClCC(=O)N[C@@H]1CN(CC[C@H]1C1=CC(=CC=C1)F)C(=O)C=1C=2N(C=CC1)C=NC2 2-chloro-N-((3S,4S)-4-(3-fluorophenyl)-1-(imidazo[1,5-a]pyridine-8-carbonyl)piperidin-3-yl)acetamide